FC1=C(OCC2CCN(CC2)C(=O)N2C[C@@H]3[C@@H](OCC(N3)=O)CC2)C=CC(=C1)OC (4aR,8aS)-6-[4-[(2-Fluoro-4-methoxyphenoxy)methyl]piperidine-1-carbonyl]-4,4a,5,7,8,8a-hexahydropyrido[4,3-b][1,4]oxazin-3-one